6-bromo-5-methoxythiazolo[4,5-b]pyridin-2-amine BrC=1C=C2C(=NC1OC)N=C(S2)N